ON1CCC2(CC1)COC1=C2C=CC=C1 hydroxy-2H-spiro[benzofuran-3,4'-piperidine]